C1(CC2C(CC1)O2)COC(C=C)=O acrylic acid (3,4-epoxy-cyclohexylmethyl) Ester